O=C1NC(CCC1C=1C(=NC2=CC=C(C=C2C1)NCC(=O)OC(C)(C)C)C)=O tert-butyl 2-{[3-(2,6-dioxopiperidin-3-yl)-2-methylquinolin-6-yl]amino}acetate